(R)-N-(2-(4-Cyanothiazolidin-3-yl)-2-oxoethyl)-6-(2-fluoro-2-methylpropyloxy)quinoline-4-carboxamide C(#N)[C@H]1N(CSC1)C(CNC(=O)C1=CC=NC2=CC=C(C=C12)OCC(C)(C)F)=O